N-[(4S,5S)-7-ethyl-4-(4-fluorophenyl)-3-methyl-6-oxo-1-phenyl-1H,4H,5H,6H,7H-pyrazolo[3,4-b]pyridin-5-yl]-4-methylthiophene-2-carboxamide C(C)N1C2=C([C@@H]([C@@H](C1=O)NC(=O)C=1SC=C(C1)C)C1=CC=C(C=C1)F)C(=NN2C2=CC=CC=C2)C